4-Acetyl-2-methylbenzoic acid C(C)(=O)C1=CC(=C(C(=O)O)C=C1)C